(R)-3-fluoro-4-methoxy-pivaloyl-phenylalanine FCC(C(=O)N[C@H](CC1=CC=C(C=C1)OC)C(=O)O)(C)C